2-(3-(8,8-Difluoro-2-(methylthio)-5,6,7,8-tetrahydroquinazolin-4-yl)-3-azabicyclo[3.1.1]Heptane-6-yl)ethyl acetate C(C)(=O)OCCC1C2CN(CC1C2)C2=NC(=NC=1C(CCCC21)(F)F)SC